tert-butyl 4-[2-[3-[[4-[(8-cyclopentyl-7-ethyl-5-methyl-6-oxo-7H-pteridin-2-yl)amino]-3-methoxy-benzoyl]amino]propoxy]ethoxy]piperidine-1-carboxylate C1(CCCC1)N1C(C(N(C=2C=NC(=NC12)NC1=C(C=C(C(=O)NCCCOCCOC2CCN(CC2)C(=O)OC(C)(C)C)C=C1)OC)C)=O)CC